CN1[C@@H](CCC1)C(C(=O)N)C ((S)-1-methylpyrrolidin-2-yl)propanamide